N-(4-((2-(1,1-difluoroethyl)pyrimidin-4-yl)amino)-5-(5-((dimethylamino)methyl)thiazol-2-yl)pyridin-2-yl)acetamide FC(C)(F)C1=NC=CC(=N1)NC1=CC(=NC=C1C=1SC(=CN1)CN(C)C)NC(C)=O